1-(α-hydroxyisopropyl)-2-isopropenylbenzene OC(C)(C)C1=C(C=CC=C1)C(=C)C